tert-Butyl (3-(2-chloro-5-((1R,3R)-2,2-dichloro-3-(4-fluoro-3-(trifluoromethyl)phenyl)cyclopropane-1-carboxamido)benzamido)-2,6-difluorophenyl)(prop-2-yn-1-yl)carbamate ClC1=C(C(=O)NC=2C(=C(C(=CC2)F)N(C(OC(C)(C)C)=O)CC#C)F)C=C(C=C1)NC(=O)[C@@H]1C([C@H]1C1=CC(=C(C=C1)F)C(F)(F)F)(Cl)Cl